C(#N)C1=C(C=CC(=C1)C(F)(F)F)S(=O)(=O)N1C[C@]2(CO2)[C@H](C1)OC1=CC(=C(C#N)C=C1)F 4-(((3S,7S)-5-((2-cyano-4-(trifluoromethyl)phenyl)sulfonyl)-1-oxa-5-azaspiro[2.4]Hept-7-yl)oxy)-2-fluorobenzonitrile